C[C@@]1(N(C=2N(C(C=C(N2)N2[C@@H](COCC2)C)=O)CC1)CC1=NOC(=N1)C)C(F)(F)F (S)-8-Methyl-2-((R)-3-methylmorpholin-4-yl)-9-(5-methyl-[1,2,4]oxadiazol-3-yl-methyl)-8-trifluoromethyl-6,7,8,9-tetrahydro-pyrimido[1,2-a]-pyrimidin-4-one